ClC1=NC=2C(CC(=NN2)C(=O)N)=N1 6-chloroimidazo-pyridazineamide